C(#N)C=1C=NN2C1C(=CC(=C2)C2CCN(CC2)C(=O)OC(C)(C)C)C=2C=NC(=CC2)N(C)[C@@H](C)C=2C=NC(=CC2)N2N=CC(=C2)F tert-butyl (S)-4-(3-cyano-4-(6-((1-(6-(4-fluoro-1H-pyrazol-1-yl)pyridin-3-yl)ethyl)(methyl)amino)pyridin-3-yl)pyrazolo[1,5-a]pyridin-6-yl)piperidine-1-carboxylate